2,4,6-trimethoxyboroxine tert-butyl-4-{[6-(4,4,5,5-tetramethyl-1,3,2-dioxaborolan-2-yl)quinazolin-2-yl]amino}piperidine-1-carboxylate C(C)(C)(C)OC(=O)N1CCC(CC1)NC1=NC2=CC=C(C=C2C=N1)B1OC(C(O1)(C)C)(C)C.COB1OB(OB(O1)OC)OC